3'-((4-(3,3-Dimethylbutanoyl)-3-hydroxy-2-methylphenoxy)methyl)-2-methyl-[1,1'-biphenyl]-3-carboxylic acid CC(CC(=O)C1=C(C(=C(OCC=2C=C(C=CC2)C2=C(C(=CC=C2)C(=O)O)C)C=C1)C)O)(C)C